C(C#C)OCC1CO1 glycidyl propargyl ether